O[C@H]1[C@H](NCCC1)C(=O)OC methyl (2S,3R)-3-hydroxypiperidine-2-carboxylate